OC([C@H](N)C(=O)O)CCC BETA-HYDROXYNORLEUCINE